(4-((5-amino-2-chloropyridin-4-yl)amino)cyclohexyl)carbamic acid tert-butyl ester C(C)(C)(C)OC(NC1CCC(CC1)NC1=CC(=NC=C1N)Cl)=O